S(=O)(=O)(C=1NC2=C(N1)C=CC=C2)C=2NC1=C(N2)C=CC=C1 Sulfonyl-bis(benzimidazole)